C1(=CCCCC1)C1=C(N)C=CC(=C1)C(F)(F)F 2-(cyclohex-1-en-1-yl)-4-(trifluoromethyl)aniline